C(C=1C(C(=O)[O-])=CC=CC1)(=O)[O-].C(CO)O.[Na+].[Na+] sodium ethylene glycol mono-phthalate